N-cyclohexyl-7-morpholino-5-[(2E)-2-(m-tolylmethylene)hydrazino]oxazolo[4,5-d]pyrimidine-2-carboxamide C1(CCCCC1)NC(=O)C=1OC2=C(N=C(N=C2N2CCOCC2)N/N=C/C=2C=C(C=CC2)C)N1